C(C)(C)(C)OC(=O)N1CC2(CC1CC1=CC=C(C=C1)F)CN(CC2)CC2=CC=CC=C2 7-benzyl-3-(4-fluorobenzyl)-2,7-diazaspiro[4.4]Nonane-2-carboxylic acid tert-butyl ester